C1(CCCCC1)C=1C=CC(=NC1)CN(C(OC(C)(C)C)=O)C=1C=C2C=NN(C(C2=CC1)=O)C tert-Butyl ((5-cyclohexylpyridin-2-yl)methyl)(2-methyl-1-oxo-1,2-dihydrophthalazin-6-yl)carbamate